C12CN(CC(O1)C2)C2=C(C=C(N)C=C2)F 4-(6-oxa-3-azabicyclo[3.1.1]heptan-3-yl)-3-fluoroaniline